N-[(2-chloro-5-nitrophenyl)methyl]CyclopropaneFormamide ClC1=C(C=C(C=C1)[N+](=O)[O-])CNC(=O)C1CC1